N5-((1R,5S,6r)-3-Oxabicyclo[3.1.0]hexan-6-yl)-N7-methyl-3-phenyl-2,3-dihydrobenzofuran-5,7-dicarboxamid [C@H]12COC[C@@H]2C1NC(=O)C=1C=C(C2=C(C(CO2)C2=CC=CC=C2)C1)C(=O)NC